ClC1=C(C(=CC=C1)Cl)C1CN(C1)C(=O)OC(C)(C)C tert-butyl 3-(2,6-dichlorophenyl)azetidine-1-carboxylate